FC=1C=CC=C2C=C(C(NC12)=O)NC1=NC(=NC=C1)NC=1C=NC(=C(C1)OC)N1CC2(COC2)C1 8-fluoro-3-(2-{5-methoxy-6-(2-oxa-6-aza-6-spiro[3.3]heptyl)-3-pyridylamino}-4-pyrimidinylamino)-1,2-dihydro-2-quinolinone